ClC1=CC(=CC=2CN(CCOC21)CC2CCC(CC2)C(=O)NC)N2C=CC1=CC(=CC=C21)F 4-{[9-chloro-7-(5-fluoroindol-1-yl)-3,5-dihydro-2H-1,4-benzoxazepin-4-yl]methyl}-N-methylcyclohexane-1-carboxamide